C(C)OC(=O)C=1C(=NC=C(C1)[C@H](C=C)C1=CC=CC=C1)OCC(C)(C)OC1=CC=C(C=C1)Cl 2-((2-(4-chlorophenoxy)-2-methylpropyl)oxy)-(R)-5-(1-phenylallyl)pyridine-3-carboxylic acid ethyl ester